3-(6-fluoro-2-pyridinyl)tetrahydrofuran-3-ol FC1=CC=CC(=N1)C1(COCC1)O